NC1=NC=C(C=N1)CN1CCC2=CC=C(C=C12)C(=O)NC1=CC(=C(C=C1)CN1CCN(CC1)C)C(F)(F)F 1-((2-Aminopyrimidin-5-yl)methyl)l-N-(4-((4-methylpiperazin-1-yl)methyl)-3-(trifluoromethyl)phenyl)indoline-6-carboxamide